C(C)O[Si](N[Si](OCC)(OCC)OCC)(OCC)OCC N,N-di(triethoxysilyl)amine